(9R)-8-acetyl-9-(4-phenoxyphenyl)-3,4,6,7,8,9-hexahydropyrazino[2,1-c][1,2,4]thiadiazine 2,2-dioxide C(C)(=O)N1[C@@H](C2=NS(CCN2CC1)(=O)=O)C1=CC=C(C=C1)OC1=CC=CC=C1